4-((3AS,4R,6aR)-4-((2-methoxyphenoxy)carbonyl)octahydropyrrolo[3,4-b]pyrrol-4-yl)butylboronic acid COC1=C(OC(=O)[C@@]2(NC[C@@H]3NCC[C@@H]32)CCCCB(O)O)C=CC=C1